[Br-].C#C.C#C diacetylene bromide